ClC1=C2C=C(N(C2=CC=C1)C(=O)OC(C)(C)C)CN1C(N(C=2N=C(N(C2C1=O)C)NC1=CC=C(C=C1)CC(=O)OCC)C)=O tert-Butyl 4-chloro-2-((8-((4-(2-ethoxy-2-oxoethyl)phenyl)amino)-3,7-dimethyl-2,6-dioxo-2,3,6,7-tetrahydro-1H-purin-1-yl)methyl)-1H-indole-1-carboxylate